methoxymethyl 4-((6-(difluoromethyl)-4-hydroxy-2,3-dimethylbenzoyl)oxy)-2,3,5,6-tetramethylbenzoate FC(C1=CC(=C(C(=C1C(=O)OC1=C(C(=C(C(=O)OCOC)C(=C1C)C)C)C)C)C)O)F